COC1=CC2=C(C3=CC(=C(C=C3C(=C2C=C1OC)CN)OC)OC)CN 2,3,6,7-Tetramethoxy-9,10-bis(aminomethyl)anthracene